4-(6-methoxypyridin-3-yl)benzoic acid COC1=CC=C(C=N1)C1=CC=C(C(=O)O)C=C1